3-[hydroxyethyl]imidazolinium chloride [Cl-].OCCN1C[NH2+]CC1